3-(3-chloro-2-fluoro-6-methoxyphenyl)isonicotinic acid ClC=1C(=C(C(=CC1)OC)C1=C(C(=O)O)C=CN=C1)F